CC(C)C=1N=C(SC1)N 4-(Propan-2-yl)-1,3-thiazol-2-amine